FC(C1=CC=C(CNC([C@@H]2N(CCC2)C(=O)[C@@H]2CN(CCC2)S(=O)(=O)N2CC(C2)C2=CC(=CC=C2)C(F)(F)F)=O)C=C1)(F)F N-(4-(trifluoromethyl)benzyl)-1-(((3S)-1-((3-(3-(trifluoromethyl)phenyl)-1-azetidinyl)sulfonyl)-3-piperidinyl)carbonyl)-D-prolinamide